N-[5-[5-[(6S)-5-azaspiro[2.4]heptan-6-yl]-1,2,4-oxadiazol-3-yl]-2-methyl-phenyl]-7-fluoro-imidazo[1,2-a]pyridine-3-carboxamide C1CC12CN[C@@H](C2)C2=NC(=NO2)C=2C=CC(=C(C2)NC(=O)C2=CN=C1N2C=CC(=C1)F)C